4-isopropyl-5-(8-methyl-[1,2,4]triazolo[1,5-a]pyridin-6-yl)-N-(1-((tetrahydrofuran-3-yl)methyl)piperidin-4-yl)-1H-pyrazole-3-carboxamide C(C)(C)C=1C(=NNC1C=1C=C(C=2N(C1)N=CN2)C)C(=O)NC2CCN(CC2)CC2COCC2